N-Hydroxyethyl-Acrylamide OCCNC(C=C)=O